(S)-5-{4-[4-(5-ethyl-3-methylpyridin-2-yl)piperazine-1-carbonyl]-2-fluorophenyl}-5-methylimidazolidine-2,4-dione C(C)C=1C=C(C(=NC1)N1CCN(CC1)C(=O)C1=CC(=C(C=C1)[C@]1(C(NC(N1)=O)=O)C)F)C